[I-].CN[NH3+] methylaminoammonium iodide